F[C@H]1[C@@]2(CCC[C@](C[C@H]1N(C=1N=CC(=NC1)C1=C(C=C(C=C1)C1=CN=NC(=C1)OC)O)C)(N2)C)C 2-(5-(((1S,2R,3R,5R)-2-fluoro-1,5-dimethyl-9-azabicyclo[3.3.1]nonan-3-yl)(methyl)amino)pyrazin-2-yl)-5-(6-methoxypyridazin-4-yl)phenol